FC([C@@]1(CN(CCOC1)C1=NC(=NC(=N1)O[C@@H](C)[C@H]1N(C[C@@H](C1)F)C)C(NO)=N)O)F 4-((S)-6-(difluoromethyl)-6-hydroxy-1,4-oxazepan-4-yl)-6-((S)-1-((2S,4R)-4-fluoro-1-methylpyrrolidin-2-yl)ethoxy)-N-hydroxy-1,3,5-triazine-2-carboximidamide